(5'-bromo-[2,2'-bithiophene]-5-yl)-4-(2,4-dichlorophenyl)-2-methyloxazole BrC1=CC=C(S1)C=1SC(=CC1)C1=C(N=C(O1)C)C1=C(C=C(C=C1)Cl)Cl